tert-butyl (2-(2-(3-hydroxypropoxy)ethoxy)ethyl)carbamate OCCCOCCOCCNC(OC(C)(C)C)=O